N-[(3-exo)-8-azabicyclo[3.2.1]oct-3-yl]-4-fluoro-N-methyl-6-(2-methyl-2H-pyrazolo[4,3-b]pyridin-5-yl)-1,3-benzothiazol-2-amine C12CC(CC(CC1)N2)N(C=2SC1=C(N2)C(=CC(=C1)C=1C=CC=2C(N1)=CN(N2)C)F)C